CC1=NC2=C(N1)C=C(C=C2C(=O)O)C2=CC=C(C=C2)C2=CC(=CC=C2)CNCC(F)(F)F 2-methyl-6-(3'-(((2,2,2-trifluoroethyl)amino)methyl)-[1,1'-biphenyl]-4-yl)-1H-benzo[d]imidazole-4-carboxylic acid